Cl.C(N)(=N)C1=CC=C(C=C1)C=C (4-carbamimidoylphenyl)ethylene hydrochloride